C1=NC=CC=2NC=3C=C(C=CC3C21)C=2C=CC(=NC2)N2CCC(CC2)CCN2CCN(CC2)C=2C=C1C(N(C(C1=CC2)=O)C2C(NC(CC2)=O)=O)=O 5-(4-(2-(1-(5-(5H-pyrido[4,3-b]indol-7-yl)pyridin-2-yl)piperidin-4-yl)ethyl)piperazin-1-yl)-2-(2,6-dioxopiperidin-3-yl)isoindoline-1,3-dione